NC=1C(=NC(=CC1\C=C\OCC)Cl)C(=O)OC methyl (E)-3-amino-6-chloro-4-(2-ethoxyvinyl)picolinate